6-Oxo-N-(5-((5-(trifluoromethyl)pyridin-2-yl)oxy)-2,3-dihydrobenzofuran-7-yl)piperidine-3-carboxamide O=C1CCC(CN1)C(=O)NC1=CC(=CC=2CCOC21)OC2=NC=C(C=C2)C(F)(F)F